bis-m-tolyldimethoxysilane hydroxy-methyl-2-hydroxy-naphthalate OC1=C(C(=C(C2=CC=CC=C12)C(=O)O)O)C.C1(=CC(=CC=C1)[Si](OC)(OC)C=1C=C(C=CC1)C)C